(1R,2R)-2-fluoro-N-(6-(1-methyl-4-((4-methyl-6-propionylpyridin-3-yl)amino)-1H-imidazol-5-yl)pyrimidin-4-yl)cyclopropane-1-carboxamide F[C@H]1[C@H](C1)C(=O)NC1=NC=NC(=C1)C1=C(N=CN1C)NC=1C=NC(=CC1C)C(CC)=O